2-(2,5-Diphenylpyrrol-1-yl)ethanehydroxamic acid C1(=CC=CC=C1)C=1N(C(=CC1)C1=CC=CC=C1)CC(=O)NO